Tert-Butyl N-[(1s,4s)-4-({1-[(cyclohexylmethyl)carbamoyl]-1-hydroxy-propan-2-yl}amino)cyclohexyl]carbamate C1(CCCCC1)CNC(=O)[C@H](C(C)NC1CCC(CC1)NC(OC(C)(C)C)=O)O